Cl.FC1(CC2(CN(C2)C(=O)C=2C=C3C(CN(C(C3=CC2)=O)C[C@H]([C@H]2NCC3=CC=CC=C3C2)O)(C)C)C1)F 6-(6,6-difluoro-2-azaspiro[3.3]heptane-2-carbonyl)-2-((R)-2-hydroxy-2-((S)-1,2,3,4-tetrahydroisoquinolin-3-yl)ethyl)-4,4-dimethyl-3,4-dihydroisoquinolin-1(2H)-one hydrochloride salt